N1(N=CC=C1)C1=CC=C(/C=C/C=2C=C(C(=C(C=O)C2)O)OC)C=C1 (E)-5-(4-(1H-pyrazol-1-yl)styryl)-2-hydroxy-3-methoxybenzaldehyde